C(C)(C)(C)OC(NCC1=NN(C=C1)S(=O)(=O)C)=O ((1-(methylsulfonyl)-1H-pyrazol-3-yl)methyl)-carbamic acid tert-butyl ester